FC1=CC(=C(C=C1)C=1SC[C@H](N1)C(=O)O)O (R)-2-(4-fluoro-2-hydroxyphenyl)-4,5-dihydrothiazole-4-carboxylic acid